4-(2,2,2-trifluoroethyl)benzoate FC(CC1=CC=C(C(=O)[O-])C=C1)(F)F